(S)-α-chloromethylhistamine ClC[C@@H](N)CC1=CNC=N1